C(CCCCCCCCCCCCCCCCC)[N+](CCO)(CC)CCCCCCCCCCCCCCCCCC distearylethyl-hydroxyethyl-ammonium